[SiH4].[Ti] titanium silane